COC(C(=O)N1C(CCC(C1)C)C=1C=CC2=CN(N=C2C1)C)=O 2-(5-Methyl-2-(2-methyl-2H-indazol-6-yl)piperidin-1-yl)-2-oxoacetic acid methyl ester